(S)-1-(4-(2-(4-((S)-2-acetoxy-3-chloropropoxy)-3,5-dichlorophenyl)propan-2-yl)phenoxy)-3-methoxypropan-2-yl acetate C(C)(=O)O[C@H](COC1=CC=C(C=C1)C(C)(C)C1=CC(=C(C(=C1)Cl)OC[C@@H](CCl)OC(C)=O)Cl)COC